methyl-1H-1,2,4-triazol CN1N=CN=C1